(R)-5-(((1-(2-hydroxy-4-(trifluoromethyl)phenyl)pyrido[3,4-d]pyridazin-4-yl)amino)methyl)-5-methylpyrrolidin-2-one OC1=C(C=CC(=C1)C(F)(F)F)C1=C2C(=C(N=N1)NC[C@]1(CCC(N1)=O)C)C=NC=C2